CC1=C(C(=CC=C1)C)NC(=O)C=1C(=NC(=NC1)NC1=CC=C(C=C1)N1CCN(CC1)C)NC(C)C N-(2,6-dimethylphenyl)-4-(isopropylamino)-2-((4-(4-methylpiperazin-1-yl)phenyl)amino)pyrimidine-5-carboxamide